tert-Butyl 3-((2-(2-(((benzyloxy)carbonyl)amino)ethoxy)benzyl)oxy)azetidine-1-carboxylate C(C1=CC=CC=C1)OC(=O)NCCOC1=C(COC2CN(C2)C(=O)OC(C)(C)C)C=CC=C1